Br[Si]1(C[SiH](C1)Cl)Cl bromo-1,3-dichloro-1,3-disilacyclobutane